Azolo[1,5-a]pyridine-3-carboxamide C=1C=C(N2C1C=CC=C2)C(=O)N